CC(C)(CC)C1=CC=CC=C1 2-methylbutan-2-ylbenzene